CC(C(=O)[O-])CC(=C)C1=CC=CC=C1 2-methyl-4-phenyl-4-pentenoate